FC(C#C)CCCCCCC 3-fluorodec-1-yne